C(C1=CN=CC=C1)(=O)OC1C(CCCC1)[Se]C1=CC=CC=C1 2-(phenylselanyl)cyclohexyl nicotinate